2,2-dichloro-3-(3,5-dichlorophenyl)cyclopropanecarboxylic acid ClC1(C(C1C1=CC(=CC(=C1)Cl)Cl)C(=O)O)Cl